C(#N)C=1C=C(/C(=N/O)/N)C=CC1OCC (Z)-3-cyano-4-ethoxy-N'-hydroxybenzamidine